NC=1C=2N(C3=CC(=C(C=C3N1)F)C(=O)N1[C@@H]3[C@H](C[C@@H](C1)F)OC1=C3C=CC(=C1)C(F)(F)F)C(=NC2)C (4-amino-7-fluoro-1-methylimidazo[1,5-a]quinoxalin-8-yl)((3S,4aS,9bS)-3-fluoro-7-(trifluoromethyl)-3,4,4a,9b-tetrahydrobenzofuro[3,2-b]pyridin-1(2H)-yl)methanone